(2R,5S,12R,15S)-12-cyclohexyl-2-[2-(3,4-dimethoxyphenyl)ethyl]-15-methyl-3,19-dioxa-10,13,16-triazatricyclo[18.3.1.05,10]tetracosa-1(24),20,22-triene-4,11,14,17-tetrone C1(CCCCC1)[C@@H]1C(N2CCCC[C@H]2C(O[C@@H](C=2C=CC=C(OCC(N[C@H](C(N1)=O)C)=O)C2)CCC2=CC(=C(C=C2)OC)OC)=O)=O